ClC(CC)=C(C1=CC=C(C=C1)C)C1=CC=C(C=C1)C 3-chloro-4,4-di-p-tolylbut-3-en